3'-chloro-2'-cyclopropyl-5'-methoxy-6-methyl-[4,4'-bipyridine]-3-carboxylic acid ClC=1C(=NC=C(C1C1=C(C=NC(=C1)C)C(=O)O)OC)C1CC1